C1OB(CC12CCNCC2)O 2-oxa-8-aza-3-boraspiro[4.5]decan-3-ol